N1N=NC2=NC=C(C=C21)C=2C=C(C(=O)NC1=CC=C(C=C1)OCCC1=CC=CC=C1)C=CC2 3-(1H-[1,2,3]Triazolo[4,5-b]pyridin-6-yl)-N-(4-phenethoxyphenyl)benzamide